COC1=C(C=C(CO)C=C1)OCCCOC 4-methoxy-3-(3-methoxypropoxy)-benzyl alcohol